4-(2-amino-4-oxo-5-(1-(tetrahydro-2H-pyran-4-yl)-1H-pyrazol-4-yl)-4,7-dihydro-3H-pyrrolo[2,3-d]pyrimidin-6-yl)-N,N-dimethylbenzenesulfonamide NC=1NC(C2=C(N1)NC(=C2C=2C=NN(C2)C2CCOCC2)C2=CC=C(C=C2)S(=O)(=O)N(C)C)=O